BrC=1C=NN(C1)C1(CCCC1)C#N (R)-3-(4-bromo-1H-pyrazol-1-yl)-3-cyclopentanecarbonitrile